ClC=1C=C(C(=C(C#N)C1)F)OC1=C(N=CN(C1=O)CC=1C(NC(=CC1)CO)=O)C(C)F 5-chloro-2-fluoro-3-((4-(1-fluoroethyl)-1-((6-(hydroxymethyl)-2-oxo-1,2-dihydropyridine-3-yl)methyl)-6-oxo-1,6-dihydropyrimidin-5-yl)oxy)benzonitrile